di-tert-butyl ((1S,2S)-2-(((tert-butyldiphenylsilyl)oxy)methyl)cyclohexyl) phosphate P(=O)(OC(C)(C)C)(OC(C)(C)C)O[C@@H]1[C@@H](CCCC1)CO[Si](C1=CC=CC=C1)(C1=CC=CC=C1)C(C)(C)C